3-(2-((trimethylsilyl)oxy)propan-2-yl)cyclobutan-1-one Dimethyl-3-(perfluoropyridin-4-yl)cyclohex-1-ene-1,4-dicarboxylate COC(=O)C1=CC(C(CC1)C(=O)OC)C1=C(C(=NC(=C1F)F)F)F.C[Si](OC(C)(C)C1CC(C1)=O)(C)C